prop-2-enamide TFA salt OC(=O)C(F)(F)F.C(C=C)(=O)N